ClC1=C(C=CC2=C1C(=NCC(N2)=O)C2=C(C=CC(=C2)O)F)Cl 6,7-dichloro-5-(2-fluoro-5-hydroxy-phenyl)-1,3-dihydro-1,4-benzodiazepine-2-One